C(C)(C)(C)OC(=O)N1C2=C(N(CC1)C(=O)OC(C)(C)C)N=CC(=C2)Br 7-bromo-2,3-dihydropyrido[2,3-b]pyrazine-1,4-dicarboxylic acid di-tert-butyl ester